CN1CCN(CC1)C1=CC=C(C=C1)N 4-(4-methylpiperazin-1-yl)phenylamine